C(C)C=1N=C2N(C=C(C=C2)C=2C=NC(=NC2)CC(=O)N2CC(C2)O)C1N(C=1SC=C(N1)C1=CC=C(C=C1)F)C 2-((2-ethyl-6-(2-(2-(3-hydroxyazetidin-1-yl)-2-oxoethyl)pyrimidin-5-yl)imidazo[1,2-a]pyridin-3-yl)(methyl)amino)-4-(4-fluorophenyl)thiazole